(R)-4-((1-(3-(difluoromethyl)-2-fluorophenyl)ethyl)amino)-6-(1-(fluoromethyl)cyclopropyl)-2-methyl-8-(methyl(1-methyl-1H-pyrazol-4-yl)amino)pyrido[4,3-d]pyrimidine-7(6H)-one FC(C=1C(=C(C=CC1)[C@@H](C)NC=1C=2C(N=C(N1)C)=C(C(N(C2)C2(CC2)CF)=O)N(C=2C=NN(C2)C)C)F)F